methyl 4-(3-fluorophenyl)-1-(5-(isopropylthio)-4-(4-(trifluoromethyl)cyclohex-1-en-1-yl)thiazol-2-yl)-3-methyl-1H-pyrazole-5-carboxylate FC=1C=C(C=CC1)C=1C(=NN(C1C(=O)OC)C=1SC(=C(N1)C1=CCC(CC1)C(F)(F)F)SC(C)C)C